(2S)-3-cyclopropyl-2-(3-nitro-2-oxo-1-pyridyl)propanoic acid C1(CC1)C[C@@H](C(=O)O)N1C(C(=CC=C1)[N+](=O)[O-])=O